CC1=C(C(=CC=C1)C)C1=NC=2NS(C3=CC=CC(C(N4CCN(CC(OC(=C1)N2)C4)CC4=NC=CC=C4)=O)=C3)(=O)=O 12-(2,6-dimethylphenyl)-18-[(pyridin-2-yl)methyl]-15-oxa-8λ6-thia-1,9,11,18,22-pentaazatetracyclo[14.4.1.13,7.110,14]tricosa-3(23),4,6,10(22),11,13-hexaene-2,8,8-trione